1-hexadecanoyl-2-(8E,11E,14E,17E,20E-tricosapentaenoyl)-sn-glycero-3-phosphocholine CCCCCCCCCCCCCCCC(=O)OC[C@H](COP(=O)([O-])OCC[N+](C)(C)C)OC(=O)CCCCCC/C=C/C/C=C/C/C=C/C/C=C/C/C=C/CC